BrC1=CC=C2C(=CNC2=C1C)S(=O)(=O)NC1=NC=C(C(=N1)OC)CC(F)F 6-bromo-N-[5-(2,2-difluoroethyl)-4-methoxy-pyrimidin-2-yl]-7-methyl-1H-indole-3-sulfonic acid amide